Isopropyl 2-((5-acrylamido-4-(5-amino-5-methylhexahydrocyclopenta[c]pyrrol-2(1H)-yl)-2-methoxyphenyl)amino)-4-(1-methyl-1H-indol-3-yl)pyrimidine-5-carboxylate C(C=C)(=O)NC=1C(=CC(=C(C1)NC1=NC=C(C(=N1)C1=CN(C2=CC=CC=C12)C)C(=O)OC(C)C)OC)N1CC2C(C1)CC(C2)(C)N